F[C@@H]1C[C@H](CN(C1)C)NC=1N=NC(=C2C1COCC2)C2=C(C=C(C=C2)OC)O 2-(4-(((3R,5R)-5-fluoro-1-methylpiperidin-3-yl)amino)-7,8-dihydro-5H-pyrano[3,4-d]pyridazin-1-yl)-5-methoxyphenol